(19R)-3-(cyclopropylmethyl)-16-fluoro-4,10,19-trimethyl-20-oxa-4,5,10,11,23-pentaazapentacyclo[19.3.1.02,6.08,12.013,18]pentacosa-1(24),2,5,8,11,13,15,17,21(25),22-decaen-22-amine C1(CC1)CC1=C2C3=CN=C(C(O[C@@H](C4=CC(=CC=C4C4=NN(C=C4CC2=NN1C)C)F)C)=C3)N